(R)-2-(N-Boc-amino)-5-carbonyl-hexanoic acid ethyl ester C(C)OC([C@@H](CCC(C)=C=O)NC(=O)OC(C)(C)C)=O